norbornadienediamine C12(C(=CC(=CC1)C2)N)N